C1C=CNCN1 tetrahydropyrimidine